NC=1C(=CC2=C(O[C@@H](C(N2[C@@H](C)C2=CC=CC=C2)=O)C)C1)C#N (R)-7-amino-2-methyl-3-oxo-4-((S)-1-phenylethyl)-3,4-dihydro-2H-benzo[b][1,4]oxazine-6-carbonitrile